C(C)N1C=C(C=CC1=O)C1CN(CCC1(F)F)[C@H](C(=O)NC1=NC=C(C=C1)F)C (2S)-2-(3-(1-ethyl-6-oxo-1,6-dihydropyridin-3-yl)-4,4-difluoropiperidin-1-yl)-N-(5-fluoropyridin-2-yl)propanamide